C1(CC1)C1=CC(=C(C(=C1)OC)S(=O)(=O)Cl)OC 4-cyclopropyl-2,6-dimethoxybenzene-1-sulfonyl chloride